(1S,5S)-1-(5-(3,5-dimethylisoxazol-4-yl)-1-((trans)-4-(methoxy-d3)cyclohexyl)-1H-benzo[d]imidazol-2-yl)-2-azabicyclo[3.1.0]hexane-3-one CC1=NOC(=C1C1=CC2=C(N(C(=N2)[C@]23NC(C[C@@H]3C2)=O)[C@@H]2CC[C@H](CC2)OC([2H])([2H])[2H])C=C1)C